2-[[1-(2-hydroxycyclobutyl)piperidin-4-yl]methyl]-6-pyrazol-1-ylpyridazin-3-one OC1C(CC1)N1CCC(CC1)CN1N=C(C=CC1=O)N1N=CC=C1